Bocphenylglycine persulphate S(=O)(=O)(O)OOS(=O)(=O)O.C(=O)(OC(C)(C)C)NC(C1=CC=CC=C1)C(=O)O